3-(6-(4-((4-(6-(5-methyl-1,3,4-thiadiazol-2-yl)pyridin-2-yl)piperazin-1-yl)methyl)benzyl)-2-oxobenzo[cd]indole-1(2H)-yl)piperidine-2,6-dione CC1=NN=C(S1)C1=CC=CC(=N1)N1CCN(CC1)CC1=CC=C(CC=2C=3C4=C(C(N(C4=CC2)C2C(NC(CC2)=O)=O)=O)C=CC3)C=C1